C1(=CC(=CC=C1)N1N=C2C=CC=CC2=C1)C 2-(3-tolyl)indazole